3-(4-((7-(6-(difluoromethyl)-3-azabicyclo[4.1.0]heptan-3-yl)heptyl)thio)-1-oxoisoindolin-2-yl)piperidine-2,6-dione FC(C12CCN(CC2C1)CCCCCCCSC1=C2CN(C(C2=CC=C1)=O)C1C(NC(CC1)=O)=O)F